1,5-anhydro-2,3-dideoxy-3-(((7-(3-fluoro-4-((2-(2-methoxyethoxy)ethyl)-carbamoyl)benzyl)-4-methoxy-2,3-dihydro-1-benzofuran-5-yl)carbonyl)amino)-L-threo-pentitol FC=1C=C(CC2=CC(=C(C=3CCOC32)OC)C(=O)N[C@H]3CCOC[C@@H]3O)C=CC1C(NCCOCCOC)=O